ethyl 2-(4-(3-fluoro-5-methylpyridin-4-yl)cyclohex-3-en-1-yl)acetate FC=1C=NC=C(C1C1=CCC(CC1)CC(=O)OCC)C